4-((2-(2-(2-aminoethoxy)ethoxy)ethyl)thio)-2-(2,6-dioxopiperidin-3-yl)isoindoline NCCOCCOCCSC1=C2CN(CC2=CC=C1)C1C(NC(CC1)=O)=O